2-(3-Bromo-2-methyl-phenyl)-2-oxo-acetic acid methyl ester COC(C(=O)C1=C(C(=CC=C1)Br)C)=O